Tert-Butyl (5-chloro-3-cyclobutylpyrazolo[1,5-a]pyrimidin-7-yl)(3-cyano-5-fluorophenyl)carbamate ClC1=NC=2N(C(=C1)N(C(OC(C)(C)C)=O)C1=CC(=CC(=C1)F)C#N)N=CC2C2CCC2